1-(2-Cyano-5-fluorophenyl)cyclopropane-1-carboxylic acid ethyl ester C(C)OC(=O)C1(CC1)C1=C(C=CC(=C1)F)C#N